3,4-difluoro-phenylacrylic acid FC=1C=C(C=CC1F)C(C(=O)O)=C